n-pentacosyl-carbamic acid C(CCCCCCCCCCCCCCCCCCCCCCCC)NC(O)=O